1-[3-[(8-Ethoxy-4-tricyclo[5.2.1.02,6]decanyl)sulfanyl]-2,3-dihydrobenzofuran-2-yl]ethanone C(C)OC1C2C3CC(CC3C(C1)C2)SC2C(OC1=C2C=CC=C1)C(C)=O